1-benzyl-3-(2-((cyclopropylmethyl)amino)-5-(dimethoxymethyl)pyrimidin-4-yl)pyrrolidine-3-carboxylic acid ethyl ester C(C)OC(=O)C1(CN(CC1)CC1=CC=CC=C1)C1=NC(=NC=C1C(OC)OC)NCC1CC1